N-(8-((2-(2,6-dioxopiperidin-3-yl)-1,3-dioxoisoindolin-4-yl)amino)octyl)-2-(4-(4-((5-(4-(methylsulfonyl)phenyl)-[1,2,4]triazolo[1,5-a]pyridin-2-yl)amino)phenyl)piperazin-1-yl)acetamide O=C1NC(CCC1N1C(C2=CC=CC(=C2C1=O)NCCCCCCCCNC(CN1CCN(CC1)C1=CC=C(C=C1)NC1=NN2C(C=CC=C2C2=CC=C(C=C2)S(=O)(=O)C)=N1)=O)=O)=O